FC=1C=CC(=C2C(CC(C12)(C)C)C)N 7-fluoro-1,1,3-trimethyl-4-aminoindane